C1(CC1)N1C(C2=C(CCC1(C)C)C(=CN2)C2=NC(=NC=C2C(F)(F)F)N[C@@H]2CNC(CC2)(C)C)=O 7-cyclopropyl-3-(2-{[(3S)-6,6-dimethylpiperidin-3-yl]amino}-5-(trifluoromethyl)pyrimidin-4-yl)-6,6-dimethyl-1H,4H,5H,6H,7H,8H-pyrrolo[2,3-c]azepin-8-one